C(C)(C)(C)OC(=O)N1C[C@@H](CC1)CO (3R)-3-(hydroxymethyl)pyrrolidine-1-carboxylic acid tert-butyl ester